BrC=1C=C2CC[C@@H](C2=CC1)NC(C)=O (S)-N-(5-bromo-2,3-dihydro-1H-inden-1-yl)acetamide